FC1=CC=C(C=C1)N1C(=C(C2=C1C=C1C=NNC1=C2)C2=CC=C(C=C2)C2C(NC(N2)=O)=O)C2CCOCC2 5-[4-[5-(4-Fluorophenyl)-6-tetrahydropyran-4-yl-1H-pyrrolo[2,3-f]indazol-7-yl]phenyl]imidazolidine-2,4-dione